NCC=1C(=C(CN2C(NCC2)=O)C=CC1)F 1-(3-(aminomethyl)-2-fluorobenzyl)imidazolidin-2-one